FC1=C(C=CC(=C1)CCO)C1=NN2C(N=CC=C2)=C1C(=O)N[C@@H]1C(NC2=C(C(=N1)C1=CC=CC=C1)C=CC=C2F)=O 2-[2-Fluoro-4-(2-hydroxyethyl)phenyl]-N-[(3S)-9-fluoro-2-oxo-5-phenyl-1,3-dihydro-1,4-benzodiazepin-3-yl]pyrazolo[1,5-a]pyrimidine-3-carboxamide